(R)-(4-fluorophenyl)(8-methyl-3-(thiazolo[4,5-c]pyridin-2-yl)-5,6-dihydro-[1,2,4]triazolo[4,3-a]pyrazin-7(8H)-yl)methanone FC1=CC=C(C=C1)C(=O)N1[C@@H](C=2N(CC1)C(=NN2)C=2SC1=C(C=NC=C1)N2)C